[N+](=[N-])=CC(C[C@H](N)C(=O)O)=O 5-Diazo-4-oxo-L-norvaline